BrC=1C=CC=C2C(=CNC12)C1=NC(=NC=C1Br)N[C@@H]1CNC(CC1)(C)C (S)-7-bromo-3-(5-bromo-2-((6,6-dimethylpiperidin-3-yl)amino)pyrimidin-4-yl)-1H-indole